1-methyl-4-(1-methyl-4-nitro-1H-pyrrole-2-carboxamido)-1H-pyrrole-2-carboxylic acid CN1C(=CC(=C1)NC(=O)C=1N(C=C(C1)[N+](=O)[O-])C)C(=O)O